BrC1=CC(=C(C(=C1)C)NC(CCl)=O)C N-(4-bromo-2,6-dimethyl-phenyl)-2-chloro-acetamide